beta-hydroxybutyrate phosphorus salt [P+3].OC(CC(=O)[O-])C.OC(CC(=O)[O-])C.OC(CC(=O)[O-])C